N-[1-(hydroxymethyl)-2-(2-pyridyl)ethyl]carbamic acid tert-butyl ester C(C)(C)(C)OC(NC(CC1=NC=CC=C1)CO)=O